ClC1=C2NC(N(C2=NC(=N1)S(=O)(=O)CCC)CC1=CC=C(C=C1)C)=O 6-chloro-2-propylsulfonyl-9-(p-tolylmethyl)-7H-purin-8-one